(8-(4-amino-6-cyclopropyl-1,2-dimethyl-1H-benzo[d]imidazol-5-yl)-1-iodoindolizin-3-yl)(3,4,5-trifluorophenyl)methanone NC1=C(C(=CC=2N(C(=NC21)C)C)C2CC2)C2=CC=CN1C(=CC(=C21)I)C(=O)C2=CC(=C(C(=C2)F)F)F